8-(3,3-dimethylazetidin-1-yl)-N-(2-methoxy-4-(1-methyl-1H-1,2,3-triazol-5-yl)phenyl)-6-methylpyrido[3,4-d]pyrimidin-2-amine CC1(CN(C1)C1=NC(=CC2=C1N=C(N=C2)NC2=C(C=C(C=C2)C2=CN=NN2C)OC)C)C